N-(prop-2-yn-1-yl)-5-(4-(trifluoromethyl)phenyl)-2-naphthamide C(C#C)NC(=O)C1=CC2=CC=CC(=C2C=C1)C1=CC=C(C=C1)C(F)(F)F